C(C)(=O)N1[C@H](CN([C@@H](C1)CF)CC1=CC=C(C=C1)OC)C1=CC(=NC(=C1)Cl)C1=CC(=NC(=C1)F)C(=O)NC trans-4-(1-acetyl-5-(fluoromethyl)-4-(4-methoxybenzyl)piperazin-2-yl)-6-chloro-6'-fluoro-N-methyl-[2,4'-bipyridine]-2'-carboxamide